C(C)(C)(C)C1=C(C=CC(=C1)C(C)(C)C)OP(OC1=C(C=C(C=C1)C(C)(C)C)C(C)(C)C)C1=CC=C(C=C1)C1=CC=C(C=C1)P(OC1=C(C=C(C=C1)C(C)(C)C)C(C)(C)C)OC1=C(C=C(C=C1)C(C)(C)C)C(C)(C)C Tetrakis(2,4-di-tert-butylphenyl)-4,4'-biphenyldiphosphonite